3-(3-chloro-10,11-dihydro-5H-dibenzo[b,f]azepin-5-yl)-N,N-dimethylpropylamine monohydrochloride Salt Cl.ClC=1C=CC2=C(N(C3=C(CC2)C=CC=C3)CCCN(C)C)C1